ClC=1C=C(C=CC1)C(C(OC(=O)N[C@H](C(=O)N[C@H](C(=O)O)C[C@H]1C(NCC1)=O)CC1CCCCC1)C1=CC(=CC=C1)F)(C)C (2S)-2-((2S)-2-(((2-(3-chlorophenyl)-1-(3-fluorophenyl)-2-methylpropoxy)carbonyl)amino)-3-cyclohexyl-propanamido)-3-((S)-2-oxopyrrolidin-3-yl)propanoic acid